4-hydroxy-N-{[2-hydroxy-4-(4-methyl-1,3-thiazol-5-yl)phenyl]methyl}pyrrolidine-2-carboxamide OC1CC(NC1)C(=O)NCC1=C(C=C(C=C1)C1=C(N=CS1)C)O